3-amino-5,6-dichloropyrazine-2-carboxylic acid NC=1C(=NC(=C(N1)Cl)Cl)C(=O)O